C1(CC1)C=1C=NN(C1C12CC(C1)(C2)C(=O)O)C 3-(4-Cyclopropyl-1-methyl-1H-pyrazol-5-yl)bicyclo[1.1.1]pentane-1-carboxylic acid